ClC1=NC=C(C=C1NS(=O)(=O)C)C=1C=C2C(=NC=NC2=CC1)NC1(COC1)C1=CC=CC=C1 N-(2-chloro-5-(4-((3-phenyloxetan-3-yl)amino)quinazolin-6-yl)pyridin-3-yl)methanesulfonamide